3-bromo-1,6-diisopropyl-pyrene BrC=1C=C(C2=CC=C3C=CC(=C4C=CC1C2=C43)C(C)C)C(C)C